methyl 5-bromo-2-(bromomethyl)-4-methoxybenzoate BrC=1C(=CC(=C(C(=O)OC)C1)CBr)OC